((4r,5s,7r,8r,9s,10r)-8,10-dihydroxy-7-(hydroxymethyl)-9-(4-(3,4,5-trifluorophenyl)-1H-1,2,3-triazol-1-yl)-1,6-dioxaspiro[4.5]dec-4-yl)quinoline-8-carboxamide O[C@H]1[C@H](O[C@@]2([C@H](CCO2)C2=NC3=C(C=CC=C3C=C2)C(=O)N)[C@@H]([C@H]1N1N=NC(=C1)C1=CC(=C(C(=C1)F)F)F)O)CO